CC=1C2=C(C(=NC1N[C@H]1[C@H](CCCC1)NC(OC(C)(C)C)=O)NC=1C=C(C=CC1)C)C(NC2)=O tert-Butyl (1S,2R)-2-(7-methyl-3-oxo-4-(m-tolylamino)-2,3-dihydro-1H-pyrrolo[3,4-c]pyridin-6-ylamino)cyclohexylcarbamate